7-Methyl-1,5,7-triazabicyclo[4.4.0]dec-5-en CN1C2=NCCCN2CCC1